(S)-5-((3-(ethoxymethyl)-3-(2-(thiophen-3-yl)ethyl)pyrrolidin-1-yl)methyl)-2-methylpyridine C(C)OC[C@@]1(CN(CC1)CC=1C=CC(=NC1)C)CCC1=CSC=C1